3-(1,4-dimethyl-1H-benzo[d][1,2,3]triazol-5-yl)-3-(3-(((R)-6-ethyl-1,6,7,9-tetrahydro-8H-[1,4]oxazepino[7,6-f]indazol-8-yl) methyl)-4-methylphenyl)-2,2-dimethylpropionate CN1N=NC2=C1C=CC(=C2C)C(C(C(=O)[O-])(C)C)C2=CC(=C(C=C2)C)CN2C[C@H](OC=1C=C3C=NNC3=CC1C2)CC